(1R,2R,3S,4R,5S)-N-(3,4-dichlorophenyl)-5-fluoro-3-(6-methylpyridin-3-yl)-7-Oxabicyclo[2.2.1]Heptane-2-carboxamide ClC=1C=C(C=CC1Cl)NC(=O)[C@H]1[C@H]2C[C@@H]([C@@H]([C@@H]1C=1C=NC(=CC1)C)O2)F